FC1=CC=C(C=C1)NC1=CC=C(N=N1)C(=O)NC([2H])([2H])[2H] 6-((4-fluorophenyl)amino)-N-(methyl-d3)pyridazine-3-carboxamide